racemic-1,1-Dimethylethyl [(1S,2R)-2-(hydroxymethyl)cyclohexyl]carbamate OC[C@H]1[C@H](CCCC1)NC(OC(C)(C)C)=O |r|